C1(CCCCC1)(C(=O)[O-])C(=O)[O-].[Ca+2] Calcium (1R,2S)-cyclohexanedicarboxylate